2-((8-amino-6-(5-amino-4-methylpyridin-3-yl)-7-fluoroisoquinolin-3-yl)amino)-6-methyl-4H,6H-pyrazolo[1,5-e][1,2,5]oxadiazepin-7(8H)-one NC=1C(=C(C=C2C=C(N=CC12)NC1=NN2CC(N(OCC2=C1)C)=O)C=1C=NC=C(C1C)N)F